2-({4-[3-(4-chlorophenoxy)benzoyl]piperazin-1-yl}methyl)-1-{[(2S)-oxetan-2-yl]methyl}-1H-1,3-benzodiazole-6-carboxylic acid ClC1=CC=C(OC=2C=C(C(=O)N3CCN(CC3)CC3=NC4=C(N3C[C@H]3OCC3)C=C(C=C4)C(=O)O)C=CC2)C=C1